1-{2-[(tert-butyldimethylsilyl)oxy]-2-methylpropyl}-2-(ethoxymethyl)-5-phenyl-1H-imidazole [Si](C)(C)(C(C)(C)C)OC(CN1C(=NC=C1C1=CC=CC=C1)COCC)(C)C